C1(CCCC1)NC=1C=2N(N=CC1C(=NC1=C(C=C(C=C1)O)CC)N)C=C(C2)C=2C=NN(C2)C 4-(cyclopentylamino)-N'-(2-ethyl-4-hydroxy-phenyl)-6-(1-methylpyrazol-4-yl)pyrrolo[1,2-b]pyridazine-3-carboxamidine